[3-(cyclopentyloxy)-4-methoxyphenyl]-1,3-dihydro-1,3-dioxo-2H-isoindole-2-propionamide C1(CCCC1)OC=1C=C(C=CC1OC)C1=C2C(N(C(C2=CC=C1)=O)CCC(=O)N)=O